ClC1=CC=C(C=C1)C(C#N)=C1CCN(CC1)C(=O)N1CC2=C(CC1)SC=C2 2-(4-chlorophenyl)-2-(1-(4,5,6,7-tetrahydrothieno[3,2-c]pyridine-5-carbonyl)piperidin-4-ylidene)acetonitrile